ClC1=CC(=C(N)C(=C1)C#C[Si](C)(C)C)F 4-chloro-2-fluoro-6-((trimethylsilyl)ethynyl)aniline